P(=O)(OB=O)([O-])[O-] boranoyl phosphate